4-((((4-nitrophenoxy)carbonyl)methyl)phenoxy)-6-(methoxycarbonyl)tetrahydro-2H-pyran-3,4,5-triyltriacetate [N+](=O)([O-])C1=CC=C(OC(=O)CC2=C(OC3(C(COC(C3CC(=O)[O-])C(=O)OC)CC(=O)[O-])CC(=O)[O-])C=CC=C2)C=C1